The molecule is a hydroperoxyoctadecatrienoate obtained by deprotonation of the carboxylic acid group of (9Z,11S,12Z,15Z)-11-hydroperoxyoctadecatrienoic acid. Major microspecies at pH 7.3. It derives from an alpha-linolenate. It is a conjugate base of a (9Z,11S,12Z,15Z)-11-hydroperoxyoctadecatrienoic acid. It is an enantiomer of a (9Z,11R,12Z,15Z)-11-hydroperoxyoctadecatrienoate. CC/C=C\\C/C=C\\[C@H](/C=C\\CCCCCCCC(=O)[O-])OO